aluminium-aluminium [Al].[Al]